2-(1-adamantyl)-4-(tert-butyl)phenol C12(CC3CC(CC(C1)C3)C2)C2=C(C=CC(=C2)C(C)(C)C)O